FC=1C=C(CC2=NOC(=C2)C=2C(=NC=CC2)N)C=CC1OC1=NC(=CC=C1)F 3-(3-(3-fluoro-4-((6-fluoropyridin-2-yl)oxy)benzyl)isoxazol-5-yl)pyridin-2-amine